4-(2-butyl-1-oxo-1,2-dihydro-2,7-naphthyridin-4-yl)-2,6-difluorobenzaldehyde C(CCC)N1C(C2=CN=CC=C2C(=C1)C1=CC(=C(C=O)C(=C1)F)F)=O